N-(3-cis-hydroxy-3-methylcyclobutyl)-2-(6-iodo-1-oxo-4-(trifluoromethyl)-3,4-dihydroisoquinolin-2(1H)-yl)acetamide OC1(CC(C1)C)NC(CN1C(C2=CC=C(C=C2C(C1)C(F)(F)F)I)=O)=O